2-octadecanoyl-sn-glycerol 3-phosphate P(=O)(O)(O)OC[C@@H](CO)OC(CCCCCCCCCCCCCCCCC)=O